(1-Methoxy-2-methylpropan-2-yl)hydrazine hydrochloride Cl.COCC(C)(C)NN